7-(4-chlorothiazol-5-yl)-4-(3-methoxypropoxy)-11-oxo-1,2,7,11-tetrahydrobenzofuro[4,5-e]pyrido[1,2-c][1,3]oxazine-10-carboxylic acid ClC=1N=CSC1C1OC2=C(C=3N1C=C(C(C3)=O)C(=O)O)C=3CCOC3C(=C2)OCCCOC